ClC=1C(=C2C=NNC2=C(C1F)N(C)C)C=1N=CC=2N(C1)C=C(N2)NC(=O)C2C(C2)F N-(6-(5-chloro-7-(dimethylamino)-6-fluoro-1H-indazol-4-yl)imidazo[1,2-a]pyrazin-2-yl)-2-fluorocyclopropane-1-carboxamide